2-(isoindolin-2-ylmethyl)-5-((4-(methylsulfinyl)benzyl)oxy)-4H-pyran-4-one C1N(CC2=CC=CC=C12)CC=1OC=C(C(C1)=O)OCC1=CC=C(C=C1)S(=O)C